(1R,2S,5S)-N-[cyano-(7,8-difluoro-4-isoquinolyl)methyl]-3-[(2S)-3,3-dimethyl-2-[(2,2,2-trifluoroacetyl)amino]butanoyl]-6,6-dimethyl-3-azabicyclo[3.1.0]hexane-2-carboxamide C(#N)C(NC(=O)[C@@H]1[C@H]2C([C@H]2CN1C([C@H](C(C)(C)C)NC(C(F)(F)F)=O)=O)(C)C)C1=CN=CC2=C(C(=CC=C12)F)F